2-(difluoromethyl)-5-(2-methylthiazol-4-yl)-1,3,4-oxadiazole FC(C=1OC(=NN1)C=1N=C(SC1)C)F